O[C@@H](C)C=1C=C(C=C2C(C(=C(OC12)C1=CC=CC=C1)C)=O)C 8-[(1S)-1-hydroxyethyl]-3,6-dimethyl-2-phenyl-chromen-4-one